2,3,4,6-tetra-O-benzyl-D-glucopyranose bromide [Br-].C(C1=CC=CC=C1)O[C@H]1C(O)O[C@@H]([C@H]([C@@H]1OCC1=CC=CC=C1)OCC1=CC=CC=C1)COCC1=CC=CC=C1